(1r,4r)-4-(trifluoromethyl)cyclohexyl-formaldehyde FC(C1CCC(CC1)C=O)(F)F